2-fluoro-3-(fluoromethyl)norbornane FC1C2CCC(C1CF)C2